N1=C(C=CC=C1)SS[C@@H]1[C@H](CCCC1)O (1S,2S)-2-(pyridin-2-yldithio)cyclohexan-1-ol